2-(7-((2S,5R)-2,5-diethyl-4-(1-(1-ethyl-2-methyl-1H-imidazol-5-yl)ethyl)piperazin-1-yl)-4-methyl-5-oxo-4,5-dihydro-2H-pyrazolo[4,3-b]pyridin-2-yl)acetonitrile C(C)[C@@H]1N(C[C@H](N(C1)C(C)C1=CN=C(N1CC)C)CC)C=1C=2C(N(C(C1)=O)C)=CN(N2)CC#N